FC1=C(CNN2CCN(CC2)C=2SC3=C(C(N2)=O)C=C(C=C3[N+](=O)[O-])C(F)(F)F)C(=CC=C1)C 2-(4-((2-fluoro-6-methylbenzyl)amino)piperazin-1-yl)-8-nitro-6-(trifluoromethyl)-4H-benzo[e][1,3]thiazin-4-one